lithium aluminum-silicon [Si].[Al].[Li]